CC=1N=NC2=C(C=C(C=C2C1)C(=O)O)OC(F)(F)F 3-methyl-8-(trifluoromethoxy)cinnoline-6-carboxylic acid